ClC=1C(=C(C=CC1)NC1=NC=NC2=CC(=C(C=C12)NC(CC)=O)C#C[C@@]1(CN(CC1)C)C)F (R)-N-(4-((3-chloro-2-fluorophenyl)amino)-7-((1,3-dimethylpyrrolidin-3-yl)ethynyl)quinazolin-6-yl)propanamide